4-methyl-1,3-dioxolan CC1OCOC1